methyl 4-bromo-3-[(tert-butoxycarbonyl)amino]thiophene-2-carboxylate BrC=1C(=C(SC1)C(=O)OC)NC(=O)OC(C)(C)C